C(CCCCCCCCCCCC(=O)O)(=O)O Brassylic acid